(3-fluoro-2-methoxypyridin-4-yl)bicyclo[4.2.0]oct-1(6),2,4-trien-2-amine FC=1C(=NC=CC1C1=C(C=2CCC2C=C1)N)OC